Cl.NCCC(=O)NCC(CNC(C1=C(C=C(C=C1)NC=1C=2N(C=CN1)C(=CN2)C2=C(C(=C(C=C2)OC)F)F)CC)=O)O N-[3-(3-aminopropanoylamino)-2-hydroxy-propyl]-4-[[3-(2,3-difluoro-4-methoxyphenyl)imidazo[1,2-a]pyrazin-8-yl]amino]-2-ethylbenzamide hydrochloride